C(C)(C)(C)NC(=O)C1=NC(=CC=C1OC)NC1=CC(=NC(=C1)F)F N-tert-butyl-6-[(2,6-difluoro-4-pyridinyl)amino]-3-methoxy-pyridine-2-carboxamide